2-fluoro-N-((2R)-1-(4-(4-methoxyphenyl)-2,4-dimethyl-1,3-dioxo-2,8-diazaspiro[4.5]decan-8-yl)-3-methyl-1-oxobutan-2-yl)-5-(trifluoromethyl)benzamide FC1=C(C(=O)N[C@@H](C(=O)N2CCC3(C(C(N(C3=O)C)=O)(C)C3=CC=C(C=C3)OC)CC2)C(C)C)C=C(C=C1)C(F)(F)F